C(C(C)(C)C)(=O)OC1=C(C(=CC2=CC=C(C=C12)F)O)Cl chloro-7-fluoro-3-hydroxynaphthalene-1-yl pivalate